chloro-N-(2-fluoroethyl)-[2,4'-bipyridine] ClC1=C(N(CC=C1)CCF)C1=CC=NC=C1